C(CCC(=O)OCC=CCCCCCC)(=O)OCCCC(CCCO)O (Z)-4,7-dihydroxyheptyl non-2-en-1-yl succinate